3-{1-[1-(4-methoxyphenyl)piperidin-4-yl]-4-methyl-1H-imidazo[4,5-c]pyridine-2-yl}pyrazine-2-amine COC1=CC=C(C=C1)N1CCC(CC1)N1C(=NC=2C(=NC=CC21)C)C=2C(=NC=CN2)N